ClC1=C(C=CC2=C1C(=N[C@H](C=1N2C=C(N1)C#N)C)C1=C(C=CC=C1F)F)Cl (4S)-7,8-dichloro-6-(2,6-difluorophenyl)-4-methyl-4H-imidazo[1,2-a][1,4]benzodiazepine-2-carbonitrile